di-tert-butyl 3-methyl-3,6,7-triazabicyclo[3.2.1]octane-6,7-dicarboxylate CN1CC2N(N(C(C1)C2)C(=O)OC(C)(C)C)C(=O)OC(C)(C)C